Methyl 4-[(E)-(2-chloro-5-fluoro-3-methyl-phenyl)methyleneamino]butanoate ClC1=C(C=C(C=C1C)F)\C=N\CCCC(=O)OC